N1(N=CN=C1)CC=1N=NN(C1)CCCC1=CC=C(C=C1)Cl 4-((1H-1,2,4-triazol-1-yl)methyl)-1-(3-(4-chlorophenyl)propyl)-1H-1,2,3-triazole